6-((3S,4R)-4-(((benzyloxy)carbonyl)amino)-3-methoxypiperidin-1-yl)hexanoic acid methyl ester COC(CCCCCN1C[C@@H]([C@@H](CC1)NC(=O)OCC1=CC=CC=C1)OC)=O